ClC=1C=C(OC2=C(C=C(C=C2)NC(CC2=C(C(=CC=C2Cl)C(F)(F)F)Cl)=O)S(N)(=O)=O)C=CC1 N-[4-(3-chlorophenoxy)-3-sulfamoylphenyl]-2-[2,6-dichloro-3-(trifluoromethyl)phenyl]acetamide